C(C)(=O)NC1=CC=C(C=C1)C=1NC2=CC=C(C=C2C1)NC([C@H]1N(CCC1)C([C@H](N1CCCCC1)C1=CC=CC=C1)=O)=O N-{2-[4-(acetyl-amino)phenyl]-1H-indol-5-yl}-1-[(2R)-2-phenyl-2-(piperidin-1-yl)acetyl]-L-prolinamide